2-(2,7-Dimethyl-2H-indazol-5-yl)-6-(piperidin-4-yl)-1,3-benzothiazol-Hydrochlorid Cl.CN1N=C2C(=CC(=CC2=C1)C=1SC2=C(N1)C=CC(=C2)C2CCNCC2)C